ClC1=C(N=C2C(=N1)NC(=N2)N2CCC1(CC2)[C@@H](C2=CC=CC=C2C1)N)SC=1C(=NC=CC1)C(F)(F)F (S)-1'-(6-chloro-5-((2-(trifluoromethyl)pyridin-3-yl)thio)-1H-imidazo[4,5-b]pyrazin-2-yl)-1,3-dihydrospiro[indene-2,4'-piperidin]-1-amine